FC(C=1C=C2C(=NC1)NN=C2C(=O)OC)(F)F methyl 5-(trifluoromethyl)-1H-pyrazolo[3,4-b]pyridine-3-carboxylate